C(C)(=O)[O-].C(C)(=O)[O-].C(CCCCCCCCCCC)[Sn+2]CCCCCCCCCCCC dilauryl-tin diacetate